C(C)(C)(C)C1=CC=2C(=C3C=CN=C(C3=C3C2C=C(C=C3)C(C)(C)C)O)C=C1 7,10-Di-tert-butyldibenzo[f,h]isoquinolin-1-ol